7-(2-fluoro-6-methyl-phenyl)-N5-[[(3R)-pyrrolidin-3-yl]methyl]isoquinoline-3,5-diamine FC1=C(C(=CC=C1)C)C=1C=C(C=2C=C(N=CC2C1)N)NC[C@H]1CNCC1